ClC=1C(=C(C(=C(C1)C(C)Cl)OC)C=1C=NC=CC1)C 3-(3-chloro-5-(1-chloroethyl)-6-methoxy-2-methylphenyl)pyridine